6-bromo-5,7-difluoro-1H-indazole BrC1=C(C=C2C=NNC2=C1F)F